BrC=1C=NC=C(C1)C=1C(=NN(C1C)CC)C 3-bromo-5-(1-ethyl-3,5-dimethyl-1H-pyrazol-4-yl)pyridine